trans-4-(4-chlorophenyl)-1-methylpyrrolidin-3-amine ClC1=CC=C(C=C1)[C@H]1[C@@H](CN(C1)C)N